1-(2-(trifluoromethyl)pyrimidin-5-yl)ethan-1-amine FC(C1=NC=C(C=N1)C(C)N)(F)F